OC1=C(C=C(C(=C1)C)O)Br 1,4-dihydroxy-2-bromo-5-methylbenzene